tert-butyl (6,7-dihydro-5H-indeno[5,6-b]furan-6-yl)carbamate O1C2=C(C=C1)C=C1CC(CC1=C2)NC(OC(C)(C)C)=O